Di-undecyl-trimethyl-ammonium chloride [Cl-].C(CCCCCCCCCC)C([NH+](C)C)CCCCCCCCCCC